2-[(2R)-2-{[tert-butyl-(dimethyl)silyl]oxy}-2-cyclopropylethyl]-1H-isoindole-1,3(2H)-dione C(C)(C)(C)[Si](O[C@@H](CN1C(C2=CC=CC=C2C1=O)=O)C1CC1)(C)C